FC1=C(C=CC(=C1)C(F)(F)F)C=1C=2N(C3=CC=C(C=C3N1)N)C=CN2 4-(2-fluoro-4-(trifluoromethyl)phenyl)imidazo[1,2-a]quinoxalin-7-amine